3,4-Difluoro-2-(2-fluoro-4-iodoanilino)-5-formylbenzoic acid methyl ester COC(C1=C(C(=C(C(=C1)C=O)F)F)NC1=C(C=C(C=C1)I)F)=O